CN(C1=CC=C(C=C1)C1=CC=C(C=C1)[C@@H](N(C(=O)C1CCCCC1)C=1C=C(C=CC1)/C=C/C(=O)OC)[2H])C methyl (S,E)-3-(3-(N-((4'-(dimethylamino)-[1,1'-biphenyl]-4-yl)methyl-d)cyclohexanecarboxamido)phenyl)acrylate